O-sulfo-L-histidine S(=O)(=O)(O)OC([C@@H](N)CC1=CNC=N1)=O